2-morpholin-4-ylethylsulfonic acid N1(CCOCC1)CCS(=O)(=O)O